1-(4-bromophenyl)piperidin-4-amine hydrochloride Cl.BrC1=CC=C(C=C1)N1CCC(CC1)N